C(N)(=O)C1=NC=CC(=C1)NC(=O)C1=C(C(=NC=C1OC1=C(C=C(C=C1)OC(F)(F)F)OC)C(F)(F)F)F N-(2-carbamoyl-4-pyridinyl)-3-fluoro-5-[2-methoxy-4-(trifluoromethoxy)phenoxy]-2-(trifluoromethyl)pyridine-4-carboxamide